(-)-4-cyano-3-hydroxybutyric acid ethyl ester C(C)OC(CC(CC#N)O)=O